4-((1S,2R)-2-((cyclopropylmethyl)amino)-cyclopropyl)-N-(tetrahydro-2H-pyran-4-yl)thiophene-2-carboxamide C1(CC1)CN[C@H]1[C@@H](C1)C=1C=C(SC1)C(=O)NC1CCOCC1